CS(=O)(=O)OC1=C(C(=CC=C1)Cl)[C@H]1CC(=NO1)C=1N=C(SC1)C1CCN(CC1)C(CN1N=C(C=C1C(F)F)C(F)F)=O 2-{(5R)-3-[2-(1-{[3,5-bis(difluoromethyl)-1H-pyrazol-1-yl] acetyl} piperidin-4-yl)-1,3-thiazol-4-yl]-4,5-dihydro-1,2-oxazol-5-yl}-3-chlorophenyl methyl-sulfonate